1-methyl-4-oxo-1,4-dihydro-quinoline-3-carboxylic acid hydrazone CN1C=C(C(C2=CC=CC=C12)=O)C(O)=NN